BrC=1C(=C(C=CC1)C=1OC2=C(N1)CN(C2)C(CN(C)CC)=O)C 1-(2-(3-bromo-2-methylphenyl)-4,6-dihydro-5H-pyrrolo[3,4-d]oxazol-5-yl)-2-(ethyl-(methyl)amino)ethan-1-one